2-(2-((7-(5-(aminomethyl)-1H-pyrrol-3-yl)benzofuran-5-yl)methoxy)phenyl)acetic acid NCC1=CC(=CN1)C1=CC(=CC=2C=COC21)COC2=C(C=CC=C2)CC(=O)O